C(C)(=O)N1CCC(CC1)NCC1=C(C=C(C=C1)C1=NC=CC(=C1Cl)C=1C(=C(C=CC1)C1=CC=C(C(=N1)OC)CN1CCC(CC1)NC(C)=O)Cl)OC N-(1-((6-(3-(2-(4-(((1-acetylpiperidin-4-yl)amino)methyl)-3-methoxyphenyl)-3-chloropyridin-4-yl)-2-chlorophenyl)-2-methoxypyridin-3-yl)methyl)piperidin-4-yl)acetamide